NC1=NC(=CC=2C1=NN(N2)CC2=NC=CC=C2)C2=C(C#N)C=CC=C2 (4-amino-2-(pyridin-2-ylmethyl)-2H-[1,2,3]triazolo[4,5-c]pyridin-6-yl)benzonitrile